1-(6-(4-Methoxyphenyl)quinolin-2-yl)piperidine COC1=CC=C(C=C1)C=1C=C2C=CC(=NC2=CC1)N1CCCCC1